2-methoxy-7-methyl-7,8-dihydro-5H-pyrano[4,3-b]pyridin-5-one COC1=CC=C2C(=N1)CC(OC2=O)C